5-(6-(1-methyl-1H-pyrazol-3-yl)-5-(morpholin-2-ylmethoxy)pyridazin-3-ylamino)pyrazine-2-carbonitrile CN1N=C(C=C1)C1=C(C=C(N=N1)NC=1N=CC(=NC1)C#N)OCC1CNCCO1